FC1=C(O[C@@H]2[C@@H]([C@@]3([C@@H](CN(C3)C[C@H](C3=NC=C(C=C3)O)O)C2)O)O)C=CC=C1 (3aS,4S,5S,6aR)-5-(2-fluorophenoxy)-2-((R)-2-hydroxy-2-(5-hydroxypyridin-2-yl)ethyl)hexahydrocyclopenta[c]pyrrole-3a,4(1H)-diol